[N+](=O)([O-])C1=CC=C(C(=O)NC2=CC(=C(C(=O)Cl)C=C2)C)C=C1 4-[(4-nitrobenzoyl)amino]-2-methyl-benzoyl chloride